C(C)(C)(C)NC(=O)C1=CC(=CC(=C1)C(=O)NC(C)(C)C)C(=O)NC(C)(C)C N,N',N''-tris-tert-butyl-1,3,5-benzenetricarboxamide